rel-6-cyclobutoxy-2-((1S,4S)-1-methyl-2-oxabicyclo[2.2.1]heptan-4-yl)-N-(pyrazolo[1,5-a]pyrimidin-3-yl)-2H-indazole-5-carboxamide C1(CCC1)OC=1C(=CC2=CN(N=C2C1)[C@@]12CO[C@@](CC1)(C2)C)C(=O)NC=2C=NN1C2N=CC=C1 |o1:14,17|